C(#N)CC1(CC1)CN1C=NC2=C1C=C(C=C2)C(=O)[O-] 1-((1-(cyanomethyl) cyclopropyl) methyl)-1H-benzo[d]imidazole-6-carboxylate